(-)-6-(4-Chlorophenyl)-N-[(2R)-1-hydroxy-3-methoxypropan-2-yl]-3-oxo-2-(pyridin-3-yl)-2,3-dihydropyridazine-4-carboxamide ClC1=CC=C(C=C1)C=1C=C(C(N(N1)C=1C=NC=CC1)=O)C(=O)N[C@H](CO)COC